CS(=O)(=O)C1=CC=C(CN2CCNCC2)C=C1 1-(4-methylsulfonylbenzyl)piperazine